6-(1H-indol-6-yl)-N-(4-((1S,4R)-5-isopropyl-2,5-diazabicyclo[2.2.1]Heptane-2-yl)phenyl)-[1,2,4]Triazolo[1,5-a]Pyrazin-8-amine N1C=CC2=CC=C(C=C12)C=1N=C(C=2N(C1)N=CN2)NC2=CC=C(C=C2)N2[C@@H]1CN([C@@H](C2)C1)C(C)C